OC1=C(C=C(C=C1)CCOC(C(=C)C)=O)N1N=C2C(=N1)C=CC=C2 2-[2-hydroxy-5-(2-methacryloyloxy-ethyl)phenyl]-2H-benzotriazole